C1=CN(N=N1)C(=O)N2C=CN=N2 1,1'-carbonylditriazole